t-butyl 3-(azetidin-1-ylmethyl)pyrrolidine-1-carboxylate N1(CCC1)CC1CN(CC1)C(=O)OC(C)(C)C